N-((3S,4S)-3-((6-(2,6-difluoro-3,5-dimethoxyphenyl)pyrido[3,4-d]pyrimidin-2-yl)amino)tetrahydro-2H-pyran-4-yl)acrylamide FC1=C(C(=C(C=C1OC)OC)F)C1=CC2=C(N=C(N=C2)N[C@@H]2COCC[C@@H]2NC(C=C)=O)C=N1